FC=1C=CC(=NC1)C1=NN(C(=C1)C([2H])([2H])O)CC(C)(O)C 1-(3-(5-Fluoropyridin-2-yl)-5-(hydroxymethyl-d2)-1H-pyrazol-1-yl)-2-methylpropan-2-ol